C(C)(C)(C)OC(=O)N1[C@@H]([C@H](CC1)OS(=O)(=O)C)COS(=O)(=O)C.ClCC(CCCCCCCCCCCCCCCC)C 1-chloro-2-methyl-octadecane (2R,3S)-tert-butyl-3-(methylsulfonyloxy)-2-((methylsulfonyloxy)methyl)pyrrolidine-1-carboxylate